[Cu].[Ce].[Mn] manganese-cerium-copper